BrC=1C=C2C(=NC1OC(CCNC(OCCCC)=O)C1=NC=CC=C1)N(C=C2)COCC[Si](C)(C)C butyl N-[3-[(5-bromo-1-[[2-(trimethylsilyl)ethoxy]methyl]pyrrolo[2,3-b]pyridin-6-yl) oxy]-3-(pyridin-2-yl)propyl]carbamate